1,2-bis-diethoxysilylethane C(C)O[SiH](CC[SiH](OCC)OCC)OCC